1-(2-(2-(2-iodobenzyl)-4,6-dimethylphenoxy)ethyl)-4-methylpiperazine IC1=C(CC2=C(OCCN3CCN(CC3)C)C(=CC(=C2)C)C)C=CC=C1